The molecule is a tripeptide composed of one L-glutamine and two L-cysteine units joined by peptide linkages. It derives from a L-glutamine and a L-cysteine. C(CC(=O)N)[C@@H](C(=O)N[C@@H](CS)C(=O)N[C@@H](CS)C(=O)O)N